tertbutyl (5-bromo-7-(chlorosulfonyl)-3-methylquinolin-2-yl)carbamate BrC1=C2C=C(C(=NC2=CC(=C1)S(=O)(=O)Cl)NC(OC(C)(C)C)=O)C